COC1=CC=C(C=C1)N(C=1C=CC=2NC3=CC=C(C=C3C2C1)N(C1=CC=C(C=C1)OC)C1=CC=C(C=C1)OC)C1=CC=C(C=C1)OC N3,N3,N6,N6-tetrakis(4-methoxyphenyl)-9H-carbazole-3,6-diamine